N-propyl-3H-imidazo[4,5-b]pyridin-7-amine C(CC)NC1=C2C(=NC=C1)NC=N2